6-amino-3-(3-(3-amino-3-oxopropyl)-1H-pyrrolo[2,3-B]pyridin-5-yl)-2-fluoro-N,N-dimethylbenzamide NC1=CC=C(C(=C1C(=O)N(C)C)F)C=1C=C2C(=NC1)NC=C2CCC(=O)N